[C@@H]12C(=CC[C@@H](C1(C)C)C2)C (1R)-(+)-α-pinene